C(C)(C)(C)C=1C(=CC(=C(C1)C(CC(C)CCCCCCCCCCCC)(C1=C(C=C(C(=C1)C(C)(C)C)O)C)S)C)O 1,1-Bis(5-t-butyl-4-hydroxy-2-methylphenyl)-3-n-dodecyl-mercaptobutane